tert-Butyl (S)-6-diazo-2-(2-(2-morpholinoacetamido)acetamido)-5-oxohexanoate [N+](=[N-])=CC(CC[C@@H](C(=O)OC(C)(C)C)NC(CNC(CN1CCOCC1)=O)=O)=O